OC1=C2C(C=C(OC2=CC(=C1)O)C=1C=CC=C(C1)[O-])=O 5-(5,7-dihydroxy-4-oxo-4H-chromen-2-yl)phenolate